C(C)(C)N1C2CC(CC1CC2)N2CCC(CC2)C=2C=C(C1=C(NC(=N1)C1=CC=C(C=C1)S(=O)(=O)C)C2)C 6-(1-(8-isopropyl-8-azabicyclo[3.2.1]octan-3-yl)piperidin-4-yl)-4-methyl-2-(4-(methylsulfonyl)phenyl)-1H-benzo[d]imidazole